ClC=1C=CC(=C(C1)C1=NN(C=C1NC(=O)C=1C=NN2C1N=CC=C2)C[C@@](CO)(C)O)OC (R)-N-(3-(5-chloro-2-methoxyphenyl)-1-(2,3-dihydroxy-2-methylpropyl)-1H-pyrazol-4-yl)pyrazolo[1,5-a]pyrimidine-3-carboxamide